5-chloro-N2-(2-methoxy-5-methyl-4-(4-(4-methylpiperazin-1-yl)piperidin-1-yl)phenyl)-N4-(2-(trifluoromethyl)phenyl)pyrimidine-2,4-diamine ClC=1C(=NC(=NC1)NC1=C(C=C(C(=C1)C)N1CCC(CC1)N1CCN(CC1)C)OC)NC1=C(C=CC=C1)C(F)(F)F